N-(5-cyclopentylpyrimidin-2-yl)-2-[(4-methyl-1,3-thiazol-2-yl)sulfanyl]-5-nitrobenzamide C1(CCCC1)C=1C=NC(=NC1)NC(C1=C(C=CC(=C1)[N+](=O)[O-])SC=1SC=C(N1)C)=O